3-Chloro-4-(2-(1,6-dimethyl-1H-pyrazolo[3,4-d]pyrimidin-3-yl)cyclopropyl)-N-((1R,3s,5S)-1,5-dimethyl-8-azabicyclo[3.2.1]oct-3-yl)-N-methylbenzamide ClC=1C=C(C(=O)N(C)C2C[C@]3(CC[C@@](C2)(N3)C)C)C=CC1C1C(C1)C1=NN(C3=NC(=NC=C31)C)C